N,N-diethyl-glycine methyl ester COC(CN(CC)CC)=O